C(C)OC(=O)C=1N=NN(C1)O 1-hydroxy-1H-1,2,3-triazole-4-carboxylic acid ethyl ester